tert-butyl N-(2-[[(benzyloxy)carbonyl]-(methyl)amino]ethyl)carbamate C(C1=CC=CC=C1)OC(=O)N(CCNC(OC(C)(C)C)=O)C